C(C)(C)(C)N(C(O)=O)C1=C(C(=CC(=C1)C)B1OC(C(O1)(C)C)(C)C)C.ClC1=CC=C2C(=CC(=NC2=C1Cl)N1C2C(CC1)COC2=O)N2C=NC=C2 1-(7,8-Dichloro-4-(1H-Imidazol-1-Yl)Quinolin-2-Yl)Hexahydro-6H-Furo[3,4-b]Pyrrol-6-One tert-butyl-(2,5-dimethyl-3-(4,4,5,5-tetramethyl-1,3,2-dioxaborolan-2-yl)phenyl)carbamate